FC1=CC=C(C=C1)C1=NC2=CC=C(C=C2C(=C1)C1=NC2=CC=C(C=C2C(=C1)C(=O)O)F)F 2'-(4-fluorophenyl)-6,6'-difluoro-2,4'-biquinoline-4-carboxylic acid